benzyl-4-methyl-spiro[indene-2,4'-piperidin]-1(3H)-one C(C1=CC=CC=C1)N1CCC2(CC1)C(C1=CC=CC(=C1C2)C)=O